3-(6-(4-Acetylpiperazin-1-yl)pyrid-3-yl)-5-(2-fluoro-6-methylphenyl)-1H-pyrazolo[4,3-c]pyridazin-6(5H)-on C(C)(=O)N1CCN(CC1)C1=CC=C(C=N1)C1=NNC=2C1=NN(C(C2)=O)C2=C(C=CC=C2C)F